C(=O)C12COC(CC1)(CC2)C2=CC=C(C(=O)OC)C=C2 methyl 4-(4-formyl-2-oxabicyclo[2.2.2]octan-1-yl)benzoate